FC1=C(C(=C(C=C1OC)OC)F)C=1C(N(C2=CC(=NC=C2C1)C=1C=NN(C1)C)C(C)C)=O 3-(2,6-difluoro-3,5-dimethoxyphenyl)-1-isopropyl-7-(1-methyl-1H-pyrazol-4-yl)-1,6-naphthyridin-2(1H)-one